1,6-dioxaspiro[4.5]decan-10-yl 3-fluorobenzoate FC=1C=C(C(=O)OC2CCCOC23CCCO3)C=CC1